(1-methyl-6-oxo-1,6-dihydropyridin-2-yl)acetonitrile CN1C(=CC=CC1=O)CC#N